6-cyclopropyl-4-(difluoromethoxy)-N-(3-{3-[(4-methyl-1,2,4-triazol-3-yl)methyl]oxetan-3-yl}phenyl)pyridine-2-carboxamide C1(CC1)C1=CC(=CC(=N1)C(=O)NC1=CC(=CC=C1)C1(COC1)CC1=NN=CN1C)OC(F)F